NC(C(=O)NCCC1=CC=C(C=C1)C1=CC(=C(C=C1)Cl)Cl)CC 2-amino-N-(2-(3',4'-dichloro-[1,1'-biphenyl]-4-yl)ethyl)butanamide